C(OCC(CC)CC)(OCC(CC)CC)=O bis(2-ethylbutyl) carbonate